2-isopropyl-1H-pyrrolo[3,2-b]pyridine-5-carbonitrile C(C)(C)C1=CC2=NC(=CC=C2N1)C#N